(+/-)-tert-butyl 3-[2-chloro-4-(hydroxymethyl)phenyl]-1,4-oxazepane-4-carboxylate ClC1=C(C=CC(=C1)CO)[C@@H]1COCCCN1C(=O)OC(C)(C)C |r|